CC=1NC(=CC1S(=O)(=O)Cl)C1=CC=CC=C1 2-methyl-5-phenyl-1H-pyrrole-3-sulfonyl chloride